NC=1C(=C(C(=CC1)C)S(=O)(=O)NCCC1=NC=CC=C1)C 3-Amino-2,6-dimethyl-N-(2-(pyridin-2-yl)ethyl)benzenesulfonamide